O=C1N(CCC1)CCCN(C1=CC=C(C=N1)C1=NC=2N(C(N(C(C2N1)=O)CCCOC)=O)CCC)C(=O)C1=CC(=C(C=C1)F)F 8-(6-{[3-(2-oxo-1-pyrrolidinyl)propyl](3,4-difluorophenyl)carbonylamino}-3-pyridinyl)-1-(3-methoxypropyl)-3-propylxanthine